3,4-dihydro-2H-pyrrol-5-amine hydrochloride Cl.N=1CCCC1N